(S)-7-methoxy-2,3-dihydro-1H-inden-1-amine COC=1C=CC=C2CC[C@@H](C12)N